O.O.S(=O)(=O)(O)C1=CC=C(C(C(=O)O)=C1)O 5-Sulfosalicylic acid dihydrate